3-(3,5-bis(benzyloxy)-4-isopropylstyryl)furan C(C1=CC=CC=C1)OC=1C=C(C=CC2=COC=C2)C=C(C1C(C)C)OCC1=CC=CC=C1